FC1=CC=C(C=C1)C=1C=CC2=C(N(N=N2)C2=CC(=C(C(=C2)OC)OC)OC)C1 6-(4-fluorophenyl)-1-(3,4,5-trimethoxyphenyl)-1H-benzo[d][1,2,3]triazole